(R)-1-(3,4-difluorophenyl)-5-(5-(1,4-dimethyl-1H-pyrazol-5-yl)-1-((1R,4R)-4-methoxycyclohexyl)-1H-benzo[d]imidazol-2-yl)-5-methylpyrrolidin-2-one FC=1C=C(C=CC1F)N1C(CC[C@]1(C)C1=NC2=C(N1C1CCC(CC1)OC)C=CC(=C2)C2=C(C=NN2C)C)=O